BrC=1C=CC=2N(C(C=C(N2)CNC2=C(C(=O)NCC=3OC=CC3)C=CC=C2)=O)C1 2-(((7-bromo-4-oxo-4H-pyrido[1,2-a]pyrimidin-2-yl)methyl)amino)-N-(furan-2-ylmethyl)benzamide